BrC=1N=CC=2N(C1)C=C(N2)C2N(CCC2)C 2-{6-bromoimidazo[1,2-a]pyrazin-2-yl}-1-methylpyrrolidine